C(C)(C)(CCC)OOC(CC(C)(C)C)=O.CN[C@@H]1COC2=C1C=CC(=C2)C2=CC(=NO2)C (S)-N-methyl-6-(3-methylisoxazol-5-yl)-2,3-dihydrobenzofuran-3-amine tert-hexyl-peroxyneohexanoate